NC=1N=C(C(=NC1Br)C#N)C1C2=CC=CC=C2[C@H](C12CCNCC2)N 5-amino-3-[(3S)-3-amino-1,3-dihydrospiro[indene-2,4-piperidine]-1-yl]6-bromopyrazine-2-carbonitrile